O=C1C(CCCC1)C1=CC=C(C#N)C=C1 4-(2-oxocyclohexyl)benzonitrile